CN1C2=C(OC[C@@H](C1=O)NC(=O)C1=NN=CN1)C=CC=C2 (S)-N-(5-methyl-4-oxo-2,3,4,5-tetrahydrobenzo[b][1,4]oxazepin-3-yl)-4H-1,2,4-triazole-3-carboxamide